(rac)-(6-{3-[1-aminoethyl]pyrazin-2-yl}pyridin-3-yl)(morpholin-4-yl)methanone N[C@H](C)C=1C(=NC=CN1)C1=CC=C(C=N1)C(=O)N1CCOCC1 |r|